FC1([C@@H]([C@@H](N(C1)C(=O)[C@H]1OCCC1)CC=1C(=C(C=CC1)C1=CC=CC=C1)F)NS(=O)(=O)C)F N-{(2S,3R)-4,4-difluoro-2-[(2-fluoro[1,1'-biphenyl]-3-yl)methyl]-1-[(2S)-oxolane-2-carbonyl]pyrrolidin-3-yl}methanesulfonamide